N-(2-METHYL-3-OXO-2,3-DIHYDRO-1H-INDAZOL-4-YL)-6-(4-(TRIFLUOROMETHYL)-1H-PYRAZOL-1-YL)PYRIDINE-3-SULFONAMIDE CN1NC2=CC=CC(=C2C1=O)NS(=O)(=O)C=1C=NC(=CC1)N1N=CC(=C1)C(F)(F)F